N-[3-[(2,3-dihydroxypropyl)(3-octyloxypropyl)amino]propyl]palmitamide OC(CN(CCCNC(CCCCCCCCCCCCCCC)=O)CCCOCCCCCCCC)CO